N-(2-chloro-5-(4-((1-(2-hydroxyphenyl)ethyl)amino)quinazolin-6-yl)pyridin-3-yl)methanesulfonamide ClC1=NC=C(C=C1NS(=O)(=O)C)C=1C=C2C(=NC=NC2=CC1)NC(C)C1=C(C=CC=C1)O